N-[(2R)-1-[(tert-butyldiphenylsilyl)oxy]-3-(3,6-dichloro-5-methylpyridazin-4-yl)propan-2-yl]Carbamic acid benzyl ester C(C1=CC=CC=C1)OC(N[C@@H](CO[Si](C1=CC=CC=C1)(C1=CC=CC=C1)C(C)(C)C)CC1=C(N=NC(=C1C)Cl)Cl)=O